FC=1C(=NC(=C(C1)OC)C1=C(C=C(C=C1C)F)C)C(=O)OC methyl 3-fluoro-6-(4-fluoro-2,6-dimethylphenyl)-5-methoxypicolinate